FC=1C(=NC(=C(C1)F)N)N1C=C(C(C2=CC(=C(C(=C12)Cl)N1C[C@@H](CC1)O)F)=O)C(=O)O 1-(3,5-difluoro-6-amino-2-pyridinyl)-8-chloro-6-fluoro-1,4-dihydro-7-(3-(3R)-hydroxypyrrolidinyl)-4-oxo-3-quinolinecarboxylic acid